C(C=C)OCCN1C(=NC=C1[N+](=O)[O-])C 1-(2-(Allyloxy)ethyl)-2-methyl-5-nitro-1H-imidazole